3-(1H-pyrazol-3-yl)-1-[(4-methylphenyl)dioxy-lambda6-thio]-5-[4-(4-methylpiperazin-1-yl)phenyl]pyrrolo[2,3-b]pyridine N1N=C(C=C1)C1=CN(C2=NC=C(C=C21)C2=CC=C(C=C2)N2CCN(CC2)C)[SH4]OOC2=CC=C(C=C2)C